ClC1=C(C(=NC(=N1)C)N1CC=2C=CC=NC2C(C1)(C)C)C 6-(6-chloro-2,5-dimethylpyrimidin-4-yl)-8,8-dimethyl-5,6,7,8-tetrahydro-1,6-naphthyridin